[Na+].[Na+].OC=1C2=CC=CC=C2C=2C=C(C=CC2C1S(=O)(=O)[O-])S(=O)(=O)[O-] 9-hydroxyphenanthrene-3,10-disulfonic acid disodium salt